(S)-N-Allyl-1-((S)-4-bromo-5-chloro-6-fluoro-2-phenyl-2,3-dihydrobenzofuran-2-yl)but-3-en-1-amine C(C=C)N[C@@H](CC=C)[C@@]1(OC2=C(C1)C(=C(C(=C2)F)Cl)Br)C2=CC=CC=C2